FC(C1=CC=C(C=C1)C#CC1=CC=C(C=C1)C(F)(F)F)(F)F 1,2-Bis(4-(trifluoromethyl)phenyl)acetylene